C(C)(C)(C)C1=NN(C=C1)CCCCC 3-tert-butyl-1-n-pentyl-1H-pyrazole